N-{6-[(3-cyclopropyl-1H-pyrazol-5-yl)amino]-5-methoxy-1,2-benzoxazol-3-yl}-2,6-dimethoxy-4-(1-methylpyrrolidin-2-yl)benzene-1-sulfonamide C1(CC1)C1=NNC(=C1)NC1=CC2=C(C(=NO2)NS(=O)(=O)C2=C(C=C(C=C2OC)C2N(CCC2)C)OC)C=C1OC